C(C)(=O)ON=C(C)C=1C=CC=2N(C3=CC=C(C=C3C2C1)C(C1=C(C=CC=C1)C)=O)CC 1-[9-ethyl-6-(2-methylbenzoyl)-9H-carbazol-3-yl]ethanone-(O-acetyl oxime)